(S)-2-((((9H-fluoren-9-yl)methoxy)carbonyl)amino)-4-(2-(tert-butoxy)phenyl)butanoic acid C1=CC=CC=2C3=CC=CC=C3C(C12)COC(=O)N[C@H](C(=O)O)CCC1=C(C=CC=C1)OC(C)(C)C